C(CCCCCCCCCCC)(=O)O.[Bi] bismuth lauric acid